(3R,4S)-3-cyclopropyl-1-[6-(2-methoxypyridin-3-yl)pyrazolo[1,5-a]pyrazin-4-yl]-4-methyl-2-oxopyrrolidine-3-carbonitrile C1(CC1)[C@]1(C(N(C[C@H]1C)C=1C=2N(C=C(N1)C=1C(=NC=CC1)OC)N=CC2)=O)C#N